(1S,3S)-Ethyl 3-((6-(5-(((tert-butoxycarbonyl)amino)methyl)-1-methyl-1H-1,2,3-triazol-4-yl)pyridin-3-yl)oxy)cyclohexanecarboxylate C(C)(C)(C)OC(=O)NCC1=C(N=NN1C)C1=CC=C(C=N1)O[C@@H]1C[C@H](CCC1)C(=O)OCC